C1(CCCC1)C1=CC=2C(N=C1)=NN(C2)C=2C=C(C=CC2F)N2CC(C2)F N-(3-{5-cyclopentyl-2H-pyrazolo[3,4-b]pyridin-2-yl}-4-fluorophenyl)-3-fluoroazetidine